1,3,5-trimethylhexahydro-s-triazine CN1CN(CN(C1)C)C